CC1=C(C=NC=2OCCNC21)NC2=C(C(NC=C2)=O)C(=O)NC2=CC=C(C=C2)N2CCC(CC2)C 4-((8-methyl-2,3-dihydro-1H-pyrido[2,3-b][1,4]oxazin-7-yl)amino)-N-(4-(4-methylpiperidin-1-yl)phenyl)-2-oxo-1,2-dihydropyridine-3-carboxamide